C(C(=C)C)(=O)OCC(CC)OC(C(=C)C)=O 1,2-butanediol dimethacrylate